Bromo-3-chloropyridine BrC1=NC=CC=C1Cl